(3R*,4R*)-1-Cyclohexyl-4-{[5-(2,4-difluoro-phenyl)-isoxazole-3-carbonyl]-amino}-piperidine-3-carboxylic acid (2-ethoxy-1-methyl-ethyl)-amide C(C)OCC(C)NC(=O)[C@@H]1CN(CC[C@H]1NC(=O)C1=NOC(=C1)C1=C(C=C(C=C1)F)F)C1CCCCC1 |o1:9,14|